C1(=CC=CC=C1)CCCCC(C(=O)N)=C (4-phenylbutyl)-2-propenamide